C(C1=CC=CC=C1)C=1C(OC2=C(C1C)C=CC(=C2)OCC(CNCCC2=NC=CC=C2)O)=O 3-benzyl-7-(2-hydroxy-3-((2-(pyridin-2-yl)ethyl)amino)propoxy)-4-methyl-2H-benzopyran-2-one